2-fluoro-3-[(2-ethoxyethyl)(phenylcarbonyl)amino]benzoic acid FC1=C(C(=O)O)C=CC=C1N(C(=O)C1=CC=CC=C1)CCOCC